C(C)(C)(C)OC(=O)N[C@H](C(=O)O)CSC1=C(C=C(C(=C1)C)C(=O)OC)[N+](=O)[O-] (2R)-2-(tert-butoxycarbonylamino)-3-(4-methoxycarbonyl-5-methyl-2-nitro-phenyl)sulfanyl-propanoic acid